C(C1=CC=CC=C1)OC1=NSC(=N1)N1CCNCC1 3-(benzyloxy)-5-(piperazin-1-yl)-1,2,4-thiadiazole